NC1=NC(N(C=C1)[C@H]1[C@]([C@@H]([C@@](O1)(F)CO[C@](N=P(=O)N)(C)C(=O)[O-])O)(C)F)=O (((2S,3S,4R,5R)-5-(4-amino-2-oxopyrimidin-1(2H)-yl)-2,4-difluoro-3-hydroxy-4-methyltetrahydrofuran-2-yl)methoxy)((amino)phosphoryl)-L-alaninate